pyrimidine-6-carbonitrile HCl salt Cl.N1=CN=CC=C1C#N